2-(2-(cyclopropanesulfonylamino)pyrimidin-4-yl)-N-(5-(6-ethoxypyrazin-2-yl)-3-fluoropyridin-2-yl)-2-methylpropanamide C1(CC1)S(=O)(=O)NC1=NC=CC(=N1)C(C(=O)NC1=NC=C(C=C1F)C1=NC(=CN=C1)OCC)(C)C